1-tert-butyl-3-(2-oxo-5-phenyl-pyrrolidin-1-yl)thiourea C(C)(C)(C)NC(=S)NN1C(CCC1C1=CC=CC=C1)=O